7-fluoro-3-(3-(4-(pyrimidin-2-yl)piperazin-1-yl)propyl)isoquinolin-1(2H)-one FC1=CC=C2C=C(NC(C2=C1)=O)CCCN1CCN(CC1)C1=NC=CC=N1